ClC1=CC=C(C=N1)C1=NN(C2=CC=C(C=C12)O[C@H](C)C1=C(C=NC=C1Cl)Cl)C1OCCCC1 3-(6-chloro-pyridin-3-yl)-5-((R)-1-(3,5-dichloropyridin-4-yl)ethoxy)-1-(tetrahydro-2H-pyran-2-yl)-1H-indazole